CC(C[S-])C 2-methylpropane-thiolate